4-((1R,5S)-3,8-diazabicyclo[3.2.1]octan-8-yl)-7-(6-chloro-5-methyl-1H-indazol-4-yl)-2-(((2R,7aS)-2-fluorotetrahydro-1H-pyrrolizin-7a(5H)-yl)methoxy)quinazoline [C@H]12CNC[C@H](CC1)N2C2=NC(=NC1=CC(=CC=C21)C2=C1C=NNC1=CC(=C2C)Cl)OC[C@]21CCCN1C[C@@H](C2)F